alpha-methyl-hydrocinnamaldehyde CC(C=O)CC1=CC=CC=C1